4-bromo-3-fluoro-6-nitro-1H-indazole BrC1=C2C(=NNC2=CC(=C1)[N+](=O)[O-])F